O[C@H]1[C@@H](O)[C@@H](O)[C@H](O)[C@@H](O1)C(=O)[O-] alpha-L-guluronate